O=C1N(N=C2N1C(CCC2)C2=NC=CN=C2)C2CC(C2)OC=2C=C(C#N)C=CC2 3-((1R,3R)-3-(3-oxo-5-(pyrazin-2-yl)-5,6,7,8-tetrahydro-[1,2,4]triazolo[4,3-a]pyridin-2(3H)-yl)cyclobutoxy)benzonitrile